CN1CC2(CC1)CCNCC2 2-Methyl-2,8-diaza-spiro[4.5]decane